FC(C(=O)[O-])(F)F.FC(C(=O)[O-])(F)F.[Pd+2] palladium (II) bis(trifluoroacetate)